2-pyrimidin-2-ylethylene N1=C(N=CC=C1)C=C